1H-imidazole-4-carbaldehyde N1C=NC(=C1)C=O